2-[(3-isopropenyl-2,2-dimethylcyclobutyl)methoxy]tetrahydropyran C(=C)(C)C1C(C(C1)COC1OCCCC1)(C)C